ClCC=C 3-chloropropylene